Methyl 6-isopropoxy-2-(tetrahydro-2H-pyran-2-yl)-2H-indazole-5-carboxylate C(C)(C)OC=1C(=CC2=CN(N=C2C1)C1OCCCC1)C(=O)OC